C1=C(C=CC2=CC=CC=C12)C1C2(COC2)CC1C1=CC=C(C=C1)C(F)(F)F 5-(Naphthalen-2-yl)-6-(4-(trifluoromethyl)phenyl)-2-oxaspiro[3.3]heptane